C1(CCCCC1)COC=1C(=C(C=2CC(OC(C2C1)=O)O)C=O)OC 7-Cyclohexylmethoxy-3-hydroxy-6-methoxy-1-oxo-isochroman-5-carbaldehyde